N-((1r,4r)-4-((5-(5-chlorobenzofuran-2-yl)-1,3,4-oxadiazol-2-yl)methyl)cyclohexyl)-2-(4-chlorophenoxy)acetamide ClC=1C=CC2=C(C=C(O2)C2=NN=C(O2)CC2CCC(CC2)NC(COC2=CC=C(C=C2)Cl)=O)C1